C(C1=CC=CC=C1)OC(=O)NC(C(CC(=O)OC(C)(C)C)=O)C1CCC(CC1)(F)F tert-butyl 4-(benzyloxycarbonylamino)-4-(4,4-difluorocyclohexyl)-3-oxo-butanoate